C1(CCCCC1)C[C@H](C(=O)N1CC(C(CC1)(O)CN1C(C=C(C(=C1)C(=O)N1CCN(CC1)C)C1=CC=CC=C1)=O)(C)C)C 1-((1-((R)-3-cyclohexyl-2-methylpropanoyl)-4-hydroxy-3,3-dimethylpiperidin-4-yl)methyl)-5-(4-methylpiperazine-1-carbonyl)-4-phenylpyridin-2(1H)-one